2-ethyl-carbamate CCNC([O-])=O